5-((2-(4-((3-(2-hydroxyethoxy)benzyl)amino)butoxy)ethyl)amino)benzo[c][2,6]naphthyridine-8-carboxylic acid OCCOC=1C=C(CNCCCCOCCNC2=NC3=C(C4=CN=CC=C24)C=CC(=C3)C(=O)O)C=CC1